NC1=NC=C(C2=C1C(=NN2[C@@H]2CN(CC2)C(C=C)=O)C#CC2=C(C(=CC(=C2F)OC)OC)F)C2=NC=NC=C2 (S)-1-(3-(4-amino-3-((2,6-difluoro-3,5-dimethoxyphenyl)ethynyl)-7-(pyrimidin-4-yl)-1H-pyrazolo[4,3-c]pyridin-1-yl)pyrrolidin-1-yl)prop-2-en-1-one